C(C=C)(=O)OCCCOC1=CC=C(C(=O)OC=2C(=C(C=CC2)OC(C2=CC=C(C=C2)OCCCOC(C=C)=O)=O)C)C=C1 Bis-[4-(3-acryloyloxypropyloxy)benzoyloxy]-2-methylbenzene